C(C1=CC=CC=C1)N(C(O)=O)CCCN1C=NC(=C1)Cl.N1(CCNCC1)C=O (piperazin-1-yl)methanone Benzyl-(3-(4-chloro-1H-imidazol-1-yl)propyl)carbamate